2-((3,5-difluorophenyl)amino)-6,7-dimethoxyquinazolin-4(3H)-one FC=1C=C(C=C(C1)F)NC1=NC2=CC(=C(C=C2C(N1)=O)OC)OC